Tert-butyl (6-(phenylcarbamoyl)-4-(pyridin-3-ylamino)pyridin-2-yl)carbamate C1(=CC=CC=C1)NC(=O)C1=CC(=CC(=N1)NC(OC(C)(C)C)=O)NC=1C=NC=CC1